2-(3-hydroxy-3-methylbutyl)-1H-pyrrole OC(CCC=1NC=CC1)(C)C